1-(2,6-difluoro-4-isopropyl-phenyl)pyrazole FC1=C(C(=CC(=C1)C(C)C)F)N1N=CC=C1